Tert-butyl ((1R,3R)-3-(4-(1-methyl-4-(trifluoromethyl)-1H-pyrrolo[2,3-c]pyridin-7-yl)piperazine-1-carbonyl)cyclobutyl)carbamate CN1C=CC=2C1=C(N=CC2C(F)(F)F)N2CCN(CC2)C(=O)C2CC(C2)NC(OC(C)(C)C)=O